[Gd].[B].[Si] silicon boron gadolinium